FC(CC1=C(C(=C(N(CC2=CC=C(C=C2)OC)CC2=CC=C(C=C2)OC)C=C1B1OC(C(O1)(C)C)(C)C)F)C)F 4-(2,2-difluoroethyl)-2-fluoro-N,N-bis(4-methoxybenzyl)-3-methyl-5-(4,4,5,5-tetramethyl-1,3,2-dioxaborolan-2-yl)aniline